OC=1C=C(C=CC1OC)C=CC(=O)C1=CC=C(C=C1)OCC(C)C 3-(3-Hydroxy-4-methoxyphenyl)-1-[4-(2-methylpropoxy)phenyl]prop-2-en-1-one